FC(CC(C#N)(C#N)CCC(C(F)(F)F)(F)F)(C(C(C(F)F)(F)F)(F)F)F (2,2,3,3,4,4,5,5-octafluoropentyl)(3,3,4,4,4-pentafluorobutyl)malononitrile